BrC=1C=CC2=C(C(=NCC=3N2C(=NN3)C=3N=NC=CC3)C3=C(C=CC=C3)F)C1Cl 8-bromo-7-chloro-6-(2-fluorophenyl)-1-pyridazin-3-yl-4H-[1,2,4]triazolo[4,3-a][1,4]benzodiazepin